2-(4-(5-(4,4,5,5-Tetramethyl-1,3,2-dioxaborolan-2-yl)pyridin-2-yl)piperazin-1-yl)ethan CC1(OB(OC1(C)C)C=1C=CC(=NC1)N1CCN(CC1)CC)C